(6S)-N'-((1,2,3,5,6,7-hexahydro-1,3-methano-s-indacen-4-yl)carbamoyl)-6-methoxy-6,7-dihydro-5H-pyrazolo[5,1-b][1,3]oxazine-3-sulfonimidamide C12CC(C3=C(C=4CCCC4C=C13)NC(=O)N=S(=O)(N)C=1C=NN3C1OC[C@H](C3)OC)C2